N1(CCC1)CC1=C(CNC2=CC(=C(C=C2F)S(=O)(=O)NC=2N=CSC2)F)C(=CC=C1)F 4-((2-(azetidin-1-ylmethyl)-6-fluorobenzyl)amino)-2,5-difluoro-N-(thiazol-4-yl)benzenesulfonamide